C(#N)C1=CC=C(C=C1)C1=CCC(C=C1)(C1=CC=CC=C1)OC 4-cyano-4'-methoxy-p-terphenyl